C(C#CC)(=O)N1C2CNCC1CC(C2)=O 9-(but-2-ynoyl)-7-oxo-3,9-diazabicyclo[3.3.1]nonan